C(C)(C)C=1C=C2CC=COC2=CC1 6-isopropyl-4H-chromen